3'-(9H-carbazole-9-yl)biphenyl ethyl-4,4-dinitropentanoate C(C)OC(CCC(C)([N+](=O)[O-])[N+](=O)[O-])=O.C1=CC=CC=2C3=CC=CC=C3N(C12)C=1C=C(C=CC1)C1=CC=CC=C1